OC12OC3=C(C1(C(C1=CC=CC(=C12)[N+](=O)[O-])=O)NC(=O)C1=C(C(=C(N1)C(=O)N1CCN(CC1)C(=O)OC(C)(C)C)C)C)C=CC(=C3)C(C)C Tert-butyl 4-(5-((4b-hydroxy-7-isopropyl-4-nitro-10-oxo-4b,10-dihydro-9bH-indeno[1,2-b]benzofuran-9b-yl)carbamoyl)-3,4-dimethyl-1H-pyrrole-2-carbonyl)piperazine-1-carboxylate